2,6-di-tert-butyl-4-butylphenol C(C)(C)(C)C1=C(C(=CC(=C1)CCCC)C(C)(C)C)O